ClC(C#C)CCCCC#C 3-chloronon-1,8-diyne